OC=1C=NNC1C(=O)N 4-hydroxypyrazole-5-carboxamide